2-chloro-4-(2-Fluoro-6-hydroxyphenoxy)benzaldehyde ClC1=C(C=O)C=CC(=C1)OC1=C(C=CC=C1O)F